N[C@@H](CCCCN)C(=O)C[N-]C lysyl-dimethylamide